C1(=CC=CC=C1)S(=O)(=O)N1C=C(C=2C1=NC=CC2)C=2N=C(SC2)C=2C=C(C=CC2)[C@@]2(CCN1C2=NC=C1)O (R)-7-(3-(4-(1-(Phenylsulfonyl)-1H-pyrrolo[2,3-b]pyridin-3-yl)thiazol-2-yl)phenyl)-6,7-dihydro-5H-pyrrolo[1,2-a]imidazol-7-ol